FC1=CC=C(C(=N1)C(=O)O)NC(C)C1=CC(=CN2C1=NC(=C(C2=O)C)N2CC1=CC=CC=C1C2)C 6-fluoro-3-((1-(2-(isoindolin-2-yl)-3,7-dimethyl-4-oxo-4H-pyrido[1,2-a]pyrimidin-9-yl)ethyl)amino)picolinic acid